(2R,3S)-3-((6-fluoro-2-(2-methoxy-7-methylquinoxalin-5-yl)thiazolo[5,4-b]pyridin-5-yl)oxy)butan-2-yl (2-(2-hydroxyethyl)pyrimidin-5-yl)carbamate OCCC1=NC=C(C=N1)NC(O[C@H](C)[C@H](C)OC1=C(C=C2C(=N1)SC(=N2)C2=C1N=CC(=NC1=CC(=C2)C)OC)F)=O